ClC=1C(=NC(=NC1)NC1=C(C=C(C(=C1)C)C=1CCN(CC1)C1CCOCC1)OC(C)C)NC1=C(C=CC=C1)N(S(=O)(=O)C1CC1)C N-(2-((5-chloro-2-((2-isopropoxy-5-methyl-4-(1-(tetrahydro-2H-pyran-4-yl)-1,2,3,6-tetrahydropyridin-4-yl)phenyl)amino)pyrimidin-4-yl)amino)phenyl)-N-methylcyclopropanesulfonamide